4-((3-Carbamoylcyclohexyl)amino)-N-(4-(4-methylpiperazin-1-yl)phenyl)-2-oxo-1,2-dihydropyridine-3-carboxamide C(N)(=O)C1CC(CCC1)NC1=C(C(NC=C1)=O)C(=O)NC1=CC=C(C=C1)N1CCN(CC1)C